C(C)(C)C1(CC(C1)(OC)OC)C=C isopropyl-3,3-dimethoxy-1-vinylcyclobutane